FC1=C(C=C(C=C1)C1=C(C=CC=C1)N1CCC(CC1)C1=C(N=CN1)C)C 4'-fluoro-3'-methyl-2-(4-(4-methyl-1H-imidazol-5-yl)piperidin-1-yl)-biphenyl